(2-chloro-5-fluorophenyl){4,6-dibromo-1-[(2,4-dimethoxyphenyl)methyl]benzo[d]imidazol-5-yl}methanone ClC1=C(C=C(C=C1)F)C(=O)C1=C(C2=C(N(C=N2)CC2=C(C=C(C=C2)OC)OC)C=C1Br)Br